ClC=1C(=CC2=C(C[C@](O2)(C2=CC=CC=C2)CNC2CCC(CC2)(C)O)C1C1=C(C(=O)N)C=CC(=C1F)N1C=NC=C1)F 2-((2S,4S)-5-chloro-6-fluoro-2-((((trans)-4-hydroxy-4-methylcyclohexyl)amino)methyl)-2-phenyl-2,3-dihydrobenzofuran-4-yl)-3-fluoro-4-(1H-imidazol-1-yl)benzamide